O=C1NC(CCC1NC1=C(C=C(C=C1)N1CCC(CC1)(O)CC(=O)OC)F)=O methyl 2-[1-[4-[(2,6-dioxo-3-piperidyl)amino]-3-fluoro-phenyl]-4-hydroxy-4-piperidyl]acetate